CN1C(CC(CC1(C)C)OC(=O)CC(C(CC(=O)[O-])C(=O)[O-])C(=O)[O-])(C)C (1,2,2,6,6-pentamethyl-4-piperidinyl)-1,2,3,4-butanetetracarboxylate